5-bromo-4-(1-tert-butylsulfonyl-5,5-dimethyl-pyrrolidin-3-yl)-7-chloro-2,3-dihydro-1,4-benzoxazine BrC1=CC(=CC2=C1N(CCO2)C2CN(C(C2)(C)C)S(=O)(=O)C(C)(C)C)Cl